SO sulfydryl alcohol